BrC(C)C=1C=C(C[C@H](N)C(=O)O)C=CC1 3-(1-bromoethyl)-phenylalanine